ClC=1C=C(C=C(C1OCCCF)Cl)CO (3,5-dichloro-4-(3-fluoropropoxy)phenyl)methanol